BrC1=CC=C(C=C1)C1=C(NC2=CC(=C(C=C2C1=O)Cl)OC)C 3-(4-Bromophenyl)-6-chloro-7-methoxy-2-methylquinolin-4(1H)-one